ClC=1C=C(C=CC1F)NC(N(C(C)C1=CNC(C2=CC(=C(C=C12)F)F)=O)CCS(=O)(=O)N)=O 2-(3-(3-Chloro-4-fluorophenyl)-1-(1-(6,7-difluoro-1-oxo-1,2-dihydroisoquinolin-4-yl)ethyl)ureido)ethane-1-sulfonamide